O1CC(C1)OC1=NC(=NC=C1C(F)(F)F)N[C@H]1C[C@H](CCC1)C1=NN=C2N1CCCC2C(F)(F)F 4-(oxetan-3-yloxy)-5-(trifluoromethyl)-N-[(1R,3S)-3-[8-(trifluoromethyl)-5,6,7,8-tetrahydro-[1,2,4]triazolo[4,3-a]pyridin-3-yl]cyclohexyl]pyrimidin-2-amine